3-Fluoro-N-(8-quinolinyl)benzamide tert-butyl-3-(6,8-difluoro-2-((1-(hydroxymethyl)cyclopropyl)methoxy)-5-methoxyquinazolin-4-yl)-3,8-diazabicyclo[3.2.1]octane-8-carboxylate C(C)(C)(C)OC(=O)N1C2CN(CC1CC2)C2=NC(=NC1=C(C=C(C(=C21)OC)F)F)OCC2(CC2)CO.FC=2C=C(C(=O)NC=1C=CC=C3C=CC=NC13)C=CC2